C1(=CC=CC=C1)C1=C(C2=C(OC3=C2C=CC=C3)C=C1)C1=C(C=CC=C1)N [(phenyldibenzofuranyl)phenyl]amine